2-((4-chloro-2-fluorobenzyl)oxy)-3,6-difluoropyridine ClC1=CC(=C(COC2=NC(=CC=C2F)F)C=C1)F